p-fluorobenzene disulfide FC12C(C3C(C=C1)S3)S2